(S)-N-[1-(6,7-difluoro-1-methoxy-4-isoquinolinyl)ethyl]-N,2-dimethyl-propane-2-sulfinamide FC=1C=C2C(=CN=C(C2=CC1F)OC)C(C)N([S@@](=O)C(C)(C)C)C